CC1(OB(OC1(C)C)CC1COC1)C 4,4,5,5-tetramethyl-2-(oxetan-3-ylmethyl)-1,3,2-dioxaborolane